ClC=1C=C(C=C(C1OC1=CNC(C(=C1)C1CCC1)=O)Cl)N1N=C(C(NC1=O)=O)C#N 2-(3,5-dichloro-4-((5-cyclobutyl-6-oxo-1,6-dihydropyridin-3-yl)oxy)phenyl)-3,5-dioxo-2,3,4,5-tetrahydro-1,2,4-triazine-6-carbonitrile